2-methyl-6-(morpholine-4-carbonyl)quinolin-5-yl trifluoromethane-sulfonate FC(S(=O)(=O)OC1=C2C=CC(=NC2=CC=C1C(=O)N1CCOCC1)C)(F)F